1-methyl-5-[4-(3-methyl-1H-pyrazol-4-yl)phenyl]imidazole-2-carboxamide CN1C(=NC=C1C1=CC=C(C=C1)C=1C(=NNC1)C)C(=O)N